6-Tert-butyl-5-methoxy-4-phenyl-2-methyl-1H-indene C(C)(C)(C)C1=C(C(=C2C=C(CC2=C1)C)C1=CC=CC=C1)OC